4-((5-Chloro-1-((2-fluorophenyl)sulfonyl)-1H-indol-3-yl)(hydroxy)methyl)-3-methylenedihydrofuran-2(3H)-one ClC=1C=C2C(=CN(C2=CC1)S(=O)(=O)C1=C(C=CC=C1)F)C(C1C(C(OC1)=O)=C)O